C(CCC)C1=CC=C(C=C1)N(C1=CC=C(C=C1)NC1=CC=CC=C1)C1=CC=CC=C1 (4-butylphenyl)-bis-N,N'-phenyl-1,4-phenylenediamine